4-[5-(2-aminoethyl)pyrimidin-2-yl]-3-[1-(2-methylpropyl)-3-(trifluoromethyl)pyrazol-4-yl]oxybenzonitrile NCCC=1C=NC(=NC1)C1=C(C=C(C#N)C=C1)OC=1C(=NN(C1)CC(C)C)C(F)(F)F